6-phenyl-4,5,6,7-tetrahydrobenzo[d]thiazol-2-amine C1(=CC=CC=C1)C1CC2=C(N=C(S2)N)CC1